D-fructofuranosyl-(2→6)-D-fructofuranosyl-(2→1)-D-tagatopyranose OCC1([C@@H](O)[C@H](O)[C@H](O1)CO)OC[C@@H]1[C@H]([C@@H](C(CO)(O1)OCC1(O)[C@@H](O)[C@@H](O)[C@H](O)CO1)O)O